8-cyclopentyl-6-(furan-2-yl)-2-((4-morpholinophenyl)amino)pteridin-7(8H)-one C1(CCCC1)N1C(C(=NC=2C=NC(=NC12)NC1=CC=C(C=C1)N1CCOCC1)C=1OC=CC1)=O